racemic-N-(4-bromo-2,6-dimethylphenyl)-2-hydroxy-2,3,3-trimethylbutanamide BrC1=CC(=C(C(=C1)C)NC([C@](C(C)(C)C)(C)O)=O)C |r|